3-Benzyl 1-(tert-butyl) 3-methylpyrrolidine-1,3-dicarboxylate CC1(CN(CC1)C(=O)OC(C)(C)C)C(=O)OCC1=CC=CC=C1